CN1C(=NC(=C1)C(F)(F)F)C1=CC=C(C=C1)C1(CC1)N 1-(4-(1-methyl-4-(trifluoromethyl)-1H-imidazol-2-yl)phenyl)cyclopropan-1-amine